C(C)(C)(C)OC(=O)N1CCC(CC1)CN1C=NC(=CC1=O)C1=CC=CC=C1 4-((6-oxo-4-phenylpyrimidin-1(6H)-yl)methyl)piperidine-1-carboxylic acid tert-butyl ester